(E)-1-(4,5-dimethylthiophen-2-yl)-2-methylbut-2-en-1-one CC=1C=C(SC1C)C(\C(=C\C)\C)=O